C(C1=CC=CC=C1)N(CC(C(OCCOCCN1C(C2=CC=CC=C2C1=O)=O)C)F)CC1=CC=CC=C1 2-[2-[2-[3-(Dibenzylamino)-2-fluoro-1-methyl-propoxy]ethoxy]ethyl]isoindoline-1,3-dione